ethyl 2-chloro-4H-furo[3,2-b]pyrrole-5-carboxylate ClC1=CC=2NC(=CC2O1)C(=O)OCC